ClC1=C(C=C(C=2C3=C(NC12)CCNC(C3C)=O)O)Cl 7,8-dichloro-10-hydroxy-1-methyl-3,4,5,6-tetrahydro-1H-azepino[4,5-b]indol-2-one